N-(4,6-bis(4,4-difluorocyclohexyl)-pyrimidin-5-yl)-2-isopropylpyrimidine-5-carboxamide FC1(CCC(CC1)C1=NC=NC(=C1NC(=O)C=1C=NC(=NC1)C(C)C)C1CCC(CC1)(F)F)F